NCCCN1C=C(C2=CC(=CC=C12)CN1CCN(CC1)CC1CCN(CC1)C=1C=C2C(N(C(C2=CC1)=O)C1C(NC(CC1)=O)=O)=O)C1=CC=C(C=C1)OC(F)(F)F 5-(4-((4-((1-(3-aminopropyl)-3-(4-{trifluoromethoxy}phenyl)-1H-indol-5-yl)methyl)piperazin-1-yl)methyl)piperidin-1-yl)-2-(2,6-dioxopiperidin-3-yl)isoindoline-1,3-dione